O\N=C(\CC)/N (Z)-N'-hydroxypropionimidamide